4-hydroxymethylfuran formate C(=O)O.OCC=1C=COC1